N-(6-(2H-1,2,3-triazol-2-yl)-5-(trifluoromethyl)pyridin-3-yl)-4-(3-amino-5-ethynyl-2-methylpyridin-4-yl)-2-chloro-5-fluorobenzamide N=1N(N=CC1)C1=C(C=C(C=N1)NC(C1=C(C=C(C(=C1)F)C1=C(C(=NC=C1C#C)C)N)Cl)=O)C(F)(F)F